perfluoro-n-heptadecyl-sulfonic acid FC(C(C(C(C(C(C(C(C(C(C(C(C(C(C(C(C(F)(F)F)(F)F)(F)F)(F)F)(F)F)(F)F)(F)F)(F)F)(F)F)(F)F)(F)F)(F)F)(F)F)(F)F)(F)F)(F)F)(S(=O)(=O)O)F